r-acrylonitril C(C=C)#N